succinic acid-HCl Cl.C(CCC(=O)O)(=O)O